BrC1=C(C=CC2=C1C[C@](O2)(C2=CC=CC=C2)C(C)NC(OCCCC)=O)Cl butyl (1-((S)-4-bromo-5-chloro-2-phenyl-2,3-dihydrobenzofuran-2-yl)ethyl)carbamate